(R)-glycidol C1[C@H](O1)CO